4-cyclopropyl-5-[({[4-(Methoxycarbonyl)bicyclo[2.2.1]heptan-1-yl]methyl}amino)methyl]pyridine C1(CC1)C1=CC=NC=C1CNCC12CCC(CC1)(C2)C(=O)OC